FC1(CC1)C1=CC=C(C=N1)NC(OCC=1C=C2C(N(CC2=CC1)C1C(NC(CC1)=O)=O)=O)=O (2-(2,6-dioxopiperidin-3-yl)-3-oxoisoindolin-5-yl)methyl (6-(1-fluorocyclopropyl)pyridin-3-yl)carbamate